ClC1=CC2=C(C(N(C=C2C2=CC(N(C=C2C2=CC=CC=C2)CCSC)=O)C)=O)N1S(=O)(=O)C1=CC=C(C)C=C1 2-chloro-6-methyl-4-(1-(2-(methylthio)ethyl)-2-oxo-5-phenyl-1,2-dihydropyridin-4-yl)-1-tosyl-1,6-dihydro-7H-pyrrolo[2,3-c]pyridin-7-one